FC1(CN(CC2=CC(=CC=C12)NC1=NC=2C=C(C(=C(C2C=N1)N)F)C1=C(C2=C(OCCN2)N=C1)C)C)F N~2~-(4,4-difluoro-2-methyl-1,2,3,4-tetrahydroisoquinolin-7-yl)-6-fluoro-7-(8-methyl-2,3-dihydro-1H-pyrido[2,3-b][1,4]oxazin-7-yl)quinazoline-2,5-diamine